2-((cyclobutylamino)methyl)-7-(5-fluoro-2-(((3S,4R)-3-hydroxytetrahydro-2H-pyran-4-yl)amino)pyrimidin-4-yl)-1-isopropylquinolin-4(1H)-one C1(CCC1)NCC=1N(C2=CC(=CC=C2C(C1)=O)C1=NC(=NC=C1F)N[C@H]1[C@@H](COCC1)O)C(C)C